C[C@@H]1N(C[C@H](N(C1)C(C)C1=CC=C2C=CN(C(C2=C1)=O)C)C)C=1C=2N=C(N(C2N(C(N1)=O)C)CC)CC#N 2-(6-((2S,5R)-2,5-dimethyl-4-(1-(2-methyl-1-oxo-1,2-dihydroisoquinolin-7-yl)ethyl)piperazin-1-yl)-9-ethyl-3-methyl-2-oxo-3,9-dihydro-2H-purin-8-yl)acetonitrile